allylanisole C=CCCOC1C=CC=CC=1